N1=NC(=CC2=C1C1=C(CCC2)C=CC=C1)N1N=C(N=C1NC=1C=CC2=C(CC[C@H](CC2)NC(=O)OC(C)(C)C)C1)N 1-(6,7-dihydro-5H-benzo[6,7]cyclohepta[1,2-c]pyridazin-3-yl)-N5-((7S)-7-(t-butoxycarbonylamino)-6,7,8,9-tetrahydro-5H-benzo[7]annulene-2-yl)-1H-1,2,4-triazole-3,5-diamine